FC1(C(CN(CC1)C1=C(C(=O)O)C=C(C=C1)C(F)(F)F)C)F 2-(4,4-difluoro-3-methylpiperidin-1-yl)-5-(trifluoromethyl)benzoic acid